2'-hydroxyflavanone carbon [C].OC1=C(C2OC3=CC=CC=C3C(C2)=O)C=CC=C1